4-(N,N-diethylamino)benzonitrile C(C)N(CC)C1=CC=C(C#N)C=C1